benzyl N2-(N2-(N2-(((9H-fluoren-9-yl)methoxy)carbonyl)-N6-(tert-butoxycarbonyl)-L-lysyl)-N6-(tert-butoxycarbonyl)-L-lysyl)-N6-(tert-butoxycarbonyl)-L-lysinate C1=CC=CC=2C3=CC=CC=C3C(C12)COC(=O)N[C@@H](CCCCNC(=O)OC(C)(C)C)C(=O)N[C@@H](CCCCNC(=O)OC(C)(C)C)C(=O)N[C@@H](CCCCNC(=O)OC(C)(C)C)C(=O)OCC1=CC=CC=C1